Cl.ClC=1C=C2C=CN(C2=C(C1)C1=NC=NN2C1=CC(=C2)CN2C(N(C=CC2=O)C)=O)C[C@@H]2CNCCO2 (S)-3-((4-(5-chloro-1-(morpholin-2-ylmethyl)-1H-indol-7-yl)pyrrolo[2,1-f][1,2,4]triazin-6-yl)methyl)-1-methylpyrimidine-2,4(1H,3H)-dione hydrochloride